2-(3-((S)-((1s,3R)-1-hydroxy-3-methoxycyclobutyl)(4-methyl-4H-1,2,4-triazol-3-yl)methyl)phenyl)-6-(((1-methylcyclobutyl)amino)methyl)-4-(trifluoromethyl)isoindolin-1-one OC1(CC(C1)OC)[C@@H](C=1C=C(C=CC1)N1C(C2=CC(=CC(=C2C1)C(F)(F)F)CNC1(CCC1)C)=O)C1=NN=CN1C